trans-4-((4-(2-amino-9-chloro-10-oxo-10H-chromeno[3,2-b]pyridin-3-yl)-1H-pyrazol-1-yl)methyl)cyclohexane-1-carbaldehyde NC1=C(C=C2C(=N1)C(C=1C(=CC=CC1O2)Cl)=O)C=2C=NN(C2)C[C@@H]2CC[C@H](CC2)C=O